C[C@@]1(SCC(N1)C(=O)O)C(=O)O (R)-2-methylthiazolidine-2,4-dicarboxylic acid